7-chloro-4-((2-(dimethylamino)ethyl)-amino)-1-phenylquinazolin-2(1H)-one ClC1=CC=C2C(=NC(N(C2=C1)C1=CC=CC=C1)=O)NCCN(C)C